bis[2-(methacryloyloxy)ethyl]phosphoric acid C(C(=C)C)(=O)OCCOP(OCCOC(C(=C)C)=O)(O)=O